C(N)(=O)C1(COCC1)N1CSC(=C1C)COC=1C=CC2=C(C=C(O2)C)C1 N-(3-carbamoyltetrahydrofuran-3-yl)-2-methyl-5-((4-methylthiazol-5-yl)methoxy)benzofuran